C(C1=CC=CC=C1)OCCN1C2=C(OCC1)C(=CC=C2Cl)S(=O)(=O)Cl 4-(2-(benzyloxy)ethyl)-5-chloro-3,4-dihydro-2H-benzo[b][1,4]oxazine-8-sulfonyl chloride